FC(OC1=CC=C(C=C1)NN=C(C#N)C#N)(F)F carbonyl cyanide para-trifluoromethoxyphenyl hydrazone